bis-(3-methylphenyl)-N,N'-bis-(phenyl)-benzidine CC=1C=C(C=CC1)N(C1=CC=C(C2=CC=C(N(C3=CC=CC=C3)C3=CC(=CC=C3)C)C=C2)C=C1)C1=CC=CC=C1